SC=1N=NN=NC1 MercaptoTetrazine